alanine hydrochloride salt Cl.N[C@@H](C)C(=O)O